((3R,7aR)-7a-(((4-((1R,5S)-3,8-diazabicyclo[3.2.1]octan-3-yl)-7-(8-ethynyl-7-fluoronaphthalen-1-yl)quinazolin-2-yl)oxy) methyl)hexahydro-1H-pyrrolizin-3-yl)methyl dimethylcarbamate CN(C(OC[C@H]1CC[C@]2(CCCN12)COC1=NC2=CC(=CC=C2C(=N1)N1C[C@H]2CC[C@@H](C1)N2)C2=CC=CC1=CC=C(C(=C21)C#C)F)=O)C